di(isobutyl)-dimethoxysilane (2-(2,6-dioxopiperidin-3-yl)-3-oxoisoindolin-5-yl)methyl(1-phenylazetidin-3-yl)carbamate O=C1NC(CCC1N1CC2=CC=C(C=C2C1=O)OC(N(C1CN(C1)C1=CC=CC=C1)C)=O)=O.C(C(C)C)[Si](OC)(OC)CC(C)C